ClC1=CC=C(C=C1)C(/C=C/C1=CC=C(C=C1)\C=C\1/C(N(C(S1)=S)CC(=O)O)=O)=O 2-[(5E)-5-[[4-[(E)-3-(4-Chlorophenyl)-3-oxoprop-1-enyl]phenyl]methylidene]-4-oxo-2-sulfanylidene-1,3-thiazolidin-3-yl]acetic acid